(S)-2-(4-(3-(imidazo[1,2-a]pyridin-3-yl)-1H-pyrazol-1-yl)-6-morpholinopyrimidin-2-yl)-2-methoxyethan-1-ol N=1C=C(N2C1C=CC=C2)C2=NN(C=C2)C2=NC(=NC(=C2)N2CCOCC2)[C@@H](CO)OC